N-methyl-octadecylamine CNCCCCCCCCCCCCCCCCCC